ClP(OCCC#N)N(C(C)C)C(C)C 3-{[chloro(diisopropylamino)phosphanyl]oxy}propanenitrile